(3Z)-6-bromo-3-hexenylethyloxymethyl ether BrCC\C=C/CCC(OCC)OC(CC\C=C/CCBr)OCC